C(C=C)(=O)NC1=CC=C(C(=O)NC=2C3=C(NN2)[C@@H](N(C3)C(=O)N[C@H](CN(C)C)C3=CC=CC=C3)C(C)C)C=C1 (S)-3-(4-acrylamidobenzamido)-N-((S)-2-(dimethylamino)-1-phenylethyl)-6-isopropyl-4,6-dihydropyrrolo[3,4-c]pyrazole-5(1H)-carboxamide